3-(2-(2-((R)-1-((3-amino-6-bromopyrazin-2-yl)oxy)ethyl)-4,6-difluorophenyl)nicotinoyl)-1-methyl-1H-pyrazole-5-carbonitrile NC=1C(=NC(=CN1)Br)O[C@H](C)C1=C(C(=CC(=C1)F)F)C1=C(C(=O)C2=NN(C(=C2)C#N)C)C=CC=N1